C(C)(=O)N[C@H](C(=O)OCC)CSC(C1=CC=C(C=C1)C)=O Ethyl (2R)-2-acetamido-3-(4-methylbenzoylsulfanyl)propanoate